C(C)N(C(NC=CC)=O)CC diethylpropenylurea